F[C@@H]1OC(O[C@@H]1F)=O cis-4,5-difluoro-1,3-Dioxolan-2-one